NC1=NC2=CC(=CC=C2C=C1F)CN(C(=O)C=1C=NC=C(C1)C(F)(F)F)C1=C(C=CC=C1)S(=O)(=O)C N-[(2-amino-3-fluoroquinolin-7-yl)methyl]-N-(2-methanesulfonylphenyl)-5-(trifluoromethyl)pyridine-3-carboxamide